4-cyanobenzyl-1-methyl-7-oxo-4,5,6,7-tetrahydro-1H-pyrazolo[3,4-c]pyridine-3-carboxamide C(#N)C1=CC=C(CC2C3=C(C(NC2)=O)N(N=C3C(=O)N)C)C=C1